5-bromo-6-methoxy-2,7-naphthyridine-4-carbaldehyde BrC1=C2C(=CN=CC2=CN=C1OC)C=O